5-carboxyphthaloyl chloride C(=O)(O)C1=CC=C(C(C(=O)Cl)=C1)C(=O)Cl